5-bromo-2-(bromomethyl)-2,3-dihydrobenzofuran BrC=1C=CC2=C(CC(O2)CBr)C1